1,3,5-tris(4'-amino[1,1'-biphenyl]-4-yl)-1,3,5-triazine NC1=CC=C(C=C1)C1=CC=C(C=C1)N1CN(CN(C1)C1=CC=C(C=C1)C1=CC=C(C=C1)N)C1=CC=C(C=C1)C1=CC=C(C=C1)N